methyl 2-(4-fluoro-2,6-dimethylbenzoyl)-3-(4-((1-(3-fluoropropyl)azetidin-3-yl)methyl)phenoxy)benzo[b]thiophene-6-carboxylate FC1=CC(=C(C(=O)C2=C(C3=C(S2)C=C(C=C3)C(=O)OC)OC3=CC=C(C=C3)CC3CN(C3)CCCF)C(=C1)C)C